3-(3-acrylamido-4-methylphenyl)-2-(4-(4-methylpiperazin-1-yl)phenyl)-N-(pyridin-4-ylmethyl)-1H-pyrrolo[2,3-b]pyridine-5-carboxamide C(C=C)(=O)NC=1C=C(C=CC1C)C1=C(NC2=NC=C(C=C21)C(=O)NCC2=CC=NC=C2)C2=CC=C(C=C2)N2CCN(CC2)C